ClC1=CC=C(C=C1)C(C)(C)O 2-(4-chlorophenyl)propan-2-ol